tri-bisphenol a phosphite P(O)(O)O.OC1=CC=C(C=C1)C(C)(C)C1=CC=C(C=C1)O.OC1=CC=C(C=C1)C(C)(C)C1=CC=C(C=C1)O.OC1=CC=C(C=C1)C(C)(C)C1=CC=C(C=C1)O